N6'-(2-(1-(Cyclopropylsulfonyl)-1H-pyrazol-4-yl)pyrimidin-4-yl)-N4'-((1s,4s)-4-((2-fluoroethyl)amino)cyclohexyl)-5-(methylsulfonyl)-[2,3'-bipyridine]-4',6'-diamine C1(CC1)S(=O)(=O)N1N=CC(=C1)C1=NC=CC(=N1)NC1=CC(=C(C=N1)C1=NC=C(C=C1)S(=O)(=O)C)NC1CCC(CC1)NCCF